2-[6-(6-Cyclopentylsulfanyl-pyridin-2-yl)-naphthalen-2-ylmethyl]-malonic acid dimethyl ester COC(C(C(=O)OC)CC1=CC2=CC=C(C=C2C=C1)C1=NC(=CC=C1)SC1CCCC1)=O